OC1=CC=C2C3=C(C=CC=C13)C(=O)OC2=O 4-hydroxy-1,8-naphthalenedicarboxylic anhydride